5-(tri-fluoromethyl)benzamide FC(C=1C=CC=C(C(=O)N)C1)(F)F